bis(N,N-dimethylamino)-4,4-dimethylhepta-1,6-diene-3,5-dione CN(C)C(C(C(C(C(=C)N(C)C)=O)(C)C)=O)=C